2,5-dimethyl-1-oleyl-1H-pyrrole CC=1N(C(=CC1)C)CCCCCCCC\C=C/CCCCCCCC